C(N)(O[C@H]1CCC2=C(C=CC(=C12)F)C(NC1=CC(=C(C=C1)F)Cl)=O)=O ((S)-4-((3-chloro-4-fluorophenyl)carbamoyl)-7-fluoro-2,3-dihydro-1H-inden-1-yl) carbamate